C1(CCC1)CN1C(N(C(C(=C1)C(=O)OCC)=O)C1=CC=C(C=C1)F)=O Ethyl 1-(cyclobutylmethyl)-3-(4-fluorophenyl)-2,4-dioxo-1,2,3,4-tetrahydropyrimidine-5-carboxylate